BrC1=CC(=C(C=C1)[C@H]1COCCCN1C1=NC(=NC(=C1)C)N)Cl (S)-4-(3-(4-bromo-2-chlorophenyl)-1,4-oxazepan-4-yl)-6-methylpyrimidin-2-amine